C(CC)(=O)C1=NC=C(C=C1)OC1=CC=C(C=C1)C(C)(C)C1=CC=C(OC2CC(C2)NC(OC(C)(C)C)=O)C=C1 tert-butyl ((1r,3r)-3-(4-(2-(4-((2-propionylpyridin-5-yl)oxy) phenyl)propan-2-yl)phenoxy)cyclobutyl)carbamate